4-bromo-3-chloro-2-nitro-N-(pent-4-en-1-yl)aniline BrC1=C(C(=C(NCCCC=C)C=C1)[N+](=O)[O-])Cl